C(=O)C1=CC=C(OP2(=NP(=NP(=N2)(OC2=CC=C(C=C2)C=O)OC2=CC=C(C=C2)C=O)(OC2=CC=C(C=C2)C=O)OC2=CC=C(C=C2)C=O)OC2=CC=C(C=C2)C=O)C=C1 hexakis(4-formylphenoxy)cyclotriphosphazene